10-trimethylsilyl-6,9-decadiyn-1-ol C[Si](C#CCC#CCCCCCO)(C)C